C(C)(C)(C)N(C(O)=O)C1(CCN(CC1)C1=NC=C(C=2C1=NSN2)Br)C.C2(=CC=CC=C2)C2(OC(=O)C1=CC=CC=C21)C2=CC=CC=C2 3,3-diphenyl-phthalide tert-butyl-(1-(7-bromo-[1,2,5]thiadiazolo[3,4-c]pyridin-4-yl)-4-methylpiperidin-4-yl)carbamate